((2R,3R,4R,5R)-4-acetoxy-5-(6-chloro-4-((3aR,6aS)-hexahydrocyclopenta[c]pyrrol-2(1H)-yl)-1H-pyrazolo[3,4-d]pyrimidin-1-yl)-3-hydroxy-3-(methoxymethyl)tetrahydrofuran-2-yl)methyl acetate C(C)(=O)OC[C@H]1O[C@H]([C@@H]([C@]1(COC)O)OC(C)=O)N1N=CC=2C1=NC(=NC2N2C[C@@H]1[C@H](C2)CCC1)Cl